(R)-1-(3,5-difluorophenyl)ethan-1-amine hydrochloride Cl.FC=1C=C(C=C(C1)F)[C@@H](C)N